[Ir].[Ir]=O.[Ru] Ruthenium-Iridium-Oxid Iridium